O1CCOC12[C@H](CCC2)N2N=CC(=C2)C=2C(=C(C=CC2)NC2=CC(=NC=C2C(=O)N)NC(=O)C2CC2)C#N (S)-4-((3-(1-(1,4-dioxaspiro[4.4]nonan-6-yl)-1H-pyrazol-4-yl)-2-cyanophenyl)amino)-6-(cyclopropanecarboxamido)nicotinamide